FC(C(=O)N[C@@H](CO)CCCCCCCCCCCCCCCC)(F)F (R)-2,2,2-trifluoro-N-(1-hydroxyoctadecan-2-yl)acetamide